alpha-formyl-phenylacetic acid C(=O)C(C(=O)O)C1=CC=CC=C1